C(C)(C)(C)OC(=O)N1C[C@H](OC[C@@H]1C1=C(C=C(C=C1)N1C(=CC2=C1N=CNC2=O)Cl)C)C.C(#N)C2C(=C(C(=C2C#N)C#N)C#N)C#N pentacyanocyclopentadiene tert-butyl-(2R,5S)-5-(4-(6-chloro-4-oxo-3,4-dihydro-7H-pyrrolo[2,3-d]pyrimidin-7-yl)-2-methylphenyl)-2-methylmorpholine-4-carboxylate